ClC1=C(C=C(C=C1)NC(C)C=1N=NN(C1)C1=CC=C(C(=O)NC2(CC2)C(=O)O)C=C1)C 1-(4-(4-(1-((4-chloro-3-methylphenyl)aminO)ethyl)-1H-1,2,3-triazol-1-yl)benzamido)cyclopropane-1-carboxylic acid